C1(CC1)CC(=NO)N 2-cyclopropyl-N'-hydroxy-acetamidine